6-(3-(2-(1-(2-fluoro-4-methoxyphenyl)cyclopropoxy)acetyl)-3,8-diazabicyclo[3.2.1]octan-8-yl)nicotinonitrile FC1=C(C=CC(=C1)OC)C1(CC1)OCC(=O)N1CC2CCC(C1)N2C2=NC=C(C#N)C=C2